4-bromo-2-((2,4-di-chlorophenylimino)meth-yl)phenyl isobutyrate C(C(C)C)(=O)OC1=C(C=C(C=C1)Br)C=NC1=C(C=C(C=C1)Cl)Cl